9-(trifluoromethyl)-4,5-dihydro-[1,2,4]triazolo[4,3-a]quinoxaline FC(C=1C=CC=C2NCC=3N(C12)C=NN3)(F)F